ethylimino-[2-[3-ethylsulfonyl-5-(2-pyridyloxy)-2-pyridyl]-1-methyl-benzimidazol-5-yl]-oxo-(trifluoromethyl)-lambda6-Sulfane C(C)N=S(C(F)(F)F)(=O)C1=CC2=C(N(C(=N2)C2=NC=C(C=C2S(=O)(=O)CC)OC2=NC=CC=C2)C)C=C1